4-bromobenzyl-2-methylmorpholine BrC1=CC=C(CN2CC(OCC2)C)C=C1